(S)-3-(4-bromophenyl)-2-((tertbutoxycarbonyl)amino)propanoic acid BrC1=CC=C(C=C1)C[C@@H](C(=O)O)NC(=O)OC(C)(C)C